ClC1=C(C(=O)N)C=CC(=C1)NC1=NC=C(C(=N1)NCC1=NC=CC=C1N(S(=O)(=O)C)C)C(F)(F)F 2-chloro-4-({4-[({3-[methyl(methylsulfonyl)amino]pyridin-2-yl}methyl)amino]-5-(trifluoromethyl)pyrimidin-2-yl}amino)benzamide